NC1=C(C(=O)O)C=C(C(=N1)C1=CC=C(C=C1)F)C=1C=C2C(=NC=NC2=CC1)C 2-amino-6-(4-fluorophenyl)-5-(4-methylquinazolin-6-yl)nicotinic acid